C1(CC1)C\N=C\C1=C(C=C(C=C1)C(F)(F)F)O (E)-2-(((cyclopropylmethyl)imino)methyl)-5-(trifluoromethyl)phenol